NC1=C(C=C(C=C1)SC=1C=C(OC2CN(C2)C(=O)OC(C)(C)C)C=CC1)F Tert-butyl 3-{3-[(4-amino-3-fluorophenyl)sulfanyl]phenoxy}azetidine-1-carboxylate